(S)-2-(3-((5-amino-2-chloropyrimidin-4-yl)oxy)pyrrolidin-1-yl)-N-(3-(2-((1,5-dimethyl-1H-pyrazol-3-yl)amino)-5-methylpyrimidin-4-yl)-1H-indol-7-yl)acetamide NC=1C(=NC(=NC1)Cl)O[C@@H]1CN(CC1)CC(=O)NC=1C=CC=C2C(=CNC12)C1=NC(=NC=C1C)NC1=NN(C(=C1)C)C